3-(2-(2-Chlorophenyl)acetamido)-N-methyl-5-(1-methyl-1H-pyrazol-4-yl)benzamide ClC1=C(C=CC=C1)CC(=O)NC=1C=C(C(=O)NC)C=C(C1)C=1C=NN(C1)C